5-bromo-2-chloro-N-[(furan-2-yl)methyl]-6-[2-(methylamino)ethyl]-7H-pyrrolo[2,3-d]pyrimidin-4-amine hydrochloride Cl.BrC1=C(NC=2N=C(N=C(C21)NCC=2OC=CC2)Cl)CCNC